C(C)C1C(C(CC(=C1)C)CC)=O 2,6-diethyl-4-methyl-3-cyclohexenone